trans-3-fluoro-5-((S)-2-(4-((2-fluoro-4-(3-methyl-2-oxo-2,3-dihydro-1H-imidazol-1-yl)phenoxy)methyl)cyclohexane-1-carbonyl)isoxazolidin-3-yl)benzonitrile FC=1C=C(C#N)C=C(C1)[C@H]1N(OCC1)C(=O)[C@@H]1CC[C@H](CC1)COC1=C(C=C(C=C1)N1C(N(C=C1)C)=O)F